(R)-2-aminoOctane N[C@H](C)CCCCCC